C(C)(=O)N1CCOCC1 4-acetylmorpholin